C(C=C)N(N1C(=C(C(C(=C1)C(NCC1=C(C=C(C=C1F)F)F)=O)=O)OCC1=CC=CC=C1)C(=O)OC)C(=O)OC(C)(C)C methyl 1-(allyl(tert-butoxycarbonyl)amino)-3-(benzyloxy)-4-oxo-5-((2,4,6-trifluorobenzyl) carbamoyl)-1,4-dihydropyridine-2-carboxylate